COC(=O)C1NCC=C1 2,5-dihydro-1H-pyrrole-2-carboxylic acid methyl ester